ClC1=CC=C(C=C1)C1=C(CCC(C1)(C)C)CN1C2CN(C(C1)CC2)C(=O)C=2C=C1CN(C(C1=CC2)=O)C2C(NC(CC2)=O)=O 3-(5-(5-((4'-chloro-5,5-dimethyl-3,4,5,6-tetrahydro-[1,1'-biphenyl]-2-yl)methyl)-2,5-diazabicyclo[2.2.2]octane-2-carbonyl)-1-oxoisoindolin-2-yl)piperidine-2,6-dione